N-[4-(2-tert-butoxy-6-chloro-4-pyridinyl)-2-pyridinyl]carbamic acid methyl ester COC(NC1=NC=CC(=C1)C1=CC(=NC(=C1)Cl)OC(C)(C)C)=O